(2-bromo-4-(trifluoromethyl)phenyl)(2,2-diethoxyethyl)sulfane BrC1=C(C=CC(=C1)C(F)(F)F)SCC(OCC)OCC